chromone-azelaic acid O1C(=CC(C2=CC=CC=C12)=O)C(CCCCCCC(=O)O)C(=O)O